N(N)C1=NC(=NC(=C1)N1CCOCC1)OCCC1=CC=C(C=C1)NC(OC(C)(C)C)=O tert-butyl (4-(2-((4-hydrazino-6-morpholinopyrimidin-2-yl)oxy)ethyl)phenyl)carbamate